4-(cyclohex-1-en-1-yl)-6-(2,4-dimethoxypyrimidin-5-yl)pyridazin-3-amine C1(=CCCCC1)C1=C(N=NC(=C1)C=1C(=NC(=NC1)OC)OC)N